ClC1=C(C=C(OCC(=O)NC23C[C@H](C(CC2)(CC3)NC(COC=3C=NC(=CC3)C(F)(F)F)=O)F)C=C1)F 2-(4-chloro-3-fluorophenoxy)-N-[(3R)-3-fluoro-4-(2-{[6-(trifluoromethyl)pyridin-3-yl]oxy}acetamido)bicyclo[2.2.2]octan-1-yl]acetamide